(2R)-2-(6-{5-chloro-2-[(2-methyl-2H-1,2,3-triazol-4-yl)amino]pyridin-4-yl}-1-oxo-2,3-dihydro-1H-isoindol-2-yl)-N-[(1S)-1-(3-fluoro-5-methoxyphenyl)-2-hydroxyethyl]propanamide ClC=1C(=CC(=NC1)NC1=NN(N=C1)C)C1=CC=C2CN(C(C2=C1)=O)[C@@H](C(=O)N[C@H](CO)C1=CC(=CC(=C1)OC)F)C